C(CCC)C1N(CCC1NC)C=1N=NC(=CC1)C1=C(C=C(C(=C1)F)C1=CN=NC(=C1)OC)OCOC butyl-1-{6-[5-fluoro-2-(methoxymethoxy)-4-(6-methoxypyridazin-4-yl)phenyl]pyridazin-3-yl}-N-methylpyrrolidin-3-amine